methyl 4-methyl-3-(((1H-pyrrolo[2,3-b]pyridin-5-yl)formamido)methyl)benzoate CC1=C(C=C(C(=O)OC)C=C1)CNC(=O)C=1C=C2C(=NC1)NC=C2